FC=1C(=C(C=CC1F)[C@@H]1SC(O[C@H]1C(=O)NC1=CC(=NC=C1)C(=O)N)(C)C)OC 4-((4S,5S)-4-(3,4-difluoro-2-methoxyphenyl)-2,2-dimethyl-1,3-oxathiolane-5-carboxamido)picolinamide